4-bromo-2,3-dihydrobenzo[d]isothiazole 1,1-dioxide BrC1=CC=CC2=C1CNS2(=O)=O